N-(4-cyanobicyclo[2.2.1]heptan-1-yl)-5-fluoro-2-((3,3,3-trifluoropropyl)sulfonamido)benzamide C(#N)C12CCC(CC1)(C2)NC(C2=C(C=CC(=C2)F)NS(=O)(=O)CCC(F)(F)F)=O